BrC1=C(C(=CC(=C1)OCOC)Cl)\C=C/C 1-bromo-3-chloro-5-(methoxymethoxy)-2-[(Z)-prop-1-enyl]benzene